C(CC)[N+]1(CCCC1)CCC 1,1-dipropylpyrrolidinium